C[C@@H]1CN2C(O1)=NC(=C2)C2=C(C=CC(=C2)[N+](=O)[O-])NC2=NC=C(C=C2)C(F)(F)F (R)-N-(2-(2-methyl-2,3-dihydroimidazolo[2,1-b]oxazol-6-yl)-4-nitrophenyl)-5-(Trifluoromethyl)pyridin-2-amine